3-chloro-5-((2,2,2-trifluoroethyl)amino)pyrimidine-5-carbonitrile ClN1CN=CC(C1)(C#N)NCC(F)(F)F